1,2,3,4-tetrahydroisoquinoline-7-carboxamide C1NCCC2=CC=C(C=C12)C(=O)N